FC(C=1C=CC=2N(N1)C(=CN2)C2=CC(=NC=N2)N2CCN(CCC2)S(=O)(=O)N)F 4-(6-(6-(Difluoromethyl)imidazo[1,2-b]pyridazin-3-yl)pyrimidin-4-yl)-1,4-diazepane-1-sulfonamide